2'-deoxy-2'-fluororibose C([C@H]([C@H]([C@H](C=O)F)O)O)O